Diethylene glycol mono-Butyl ether C(CCC)OCCOCCO